tertiary butyl-ammonia C(C)(C)(C)N